3-methoxypyridazinediol COC1(NN=CC=C1O)O